3-methyl-4-(4,4,5,5-tetramethyl-1,3,2-dioxaborolan-2-yl)-5-(2-trimethylsilylethoxy-methoxy)-benzonitrile CC=1C=C(C#N)C=C(C1B1OC(C(O1)(C)C)(C)C)OCOCC[Si](C)(C)C